O1CCC(CC1)C(=O)OC(CC)I 1-iodopropyl tetrahydropyran-4-carboxylate